CC1=CC(=NC=C1)[Sn](CCCC)(CCCC)CCCC 4-methyl-2-(tributylstannyl)pyridine